C(C)(C)(C)OC(N(C)C=1C(=NC=CC1)N=C=S)=O.CC1=C(C=CC=C1)SC1=C(O)C=CC(=C1)O 2-(2-Methylphenylthio)hydroquinone tert-butyl-(2-isothiocyanatopyridin-3-yl)-(methyl)carbamate